L-5-sulfosalicylic acid dihydrate O.O.S(=O)(=O)(O)C1=CC=C(C(C(=O)O)=C1)O